1-methylquinazolin-2(1H)-one CN1C(N=CC2=CC=CC=C12)=O